F[C@H]1[C@H](C1)NC1=CC=NC=C1C(=O)NC 4-(((1S,2R)-2-fluorocyclopropyl)amino)-N-methylnicotinamide